ClC1=C(C=C2C(=N1)C=NN2C(C2=CC=CC=C2)(C2=CC=CC=C2)C2=CC=CC=C2)OC 5-chloro-6-methoxy-1-trityl-1H-pyrazolo[4,3-b]Pyridine